6-[4-[Acetyl(ethyl)amino]-3-chloro-phenyl]-N-(3-pyridylmethyl)pyridine C(C)(=O)N(C1=C(C=C(C=C1)C1=CC=CCN1CC=1C=NC=CC1)Cl)CC